4-bromo-3-formylpyrazole BrC=1C(=NNC1)C=O